1,4-bis[4-(6-acryloxyhexyloxy)benzoyloxy]-2-methyl-benzene C(C=C)(=O)OCCCCCCOC1=CC=C(C(=O)OC2=C(C=C(C=C2)OC(C2=CC=C(C=C2)OCCCCCCOC(C=C)=O)=O)C)C=C1